NC1=C(C(=NC=N1)NCC1CCN(CC1)C(\C=C\C1=CC=CC=C1)=O)C1=CC=C(C=C1)OC1=CC=CC=C1 (E)-1-(4-(((6-amino-5-(4-phenoxyphenyl)pyrimidin-4-yl)amino)methyl)piperidin-1-yl)-3-phenylprop-2-en-1-one